2,4-Difluoro-N-[6-(1-methyl-piperidine-4-carbonyl)-pyridin-2-yl]-benzamide FC1=C(C(=O)NC2=NC(=CC=C2)C(=O)C2CCN(CC2)C)C=CC(=C1)F